N-((1S,3S)-3-(3-methoxy-1H-1,2,4-triazol-1-yl)cyclohexyl)-4-(oxetan-3-yloxy)-5-(trifluoromethyl)pyrimidin-2-amine COC1=NN(C=N1)[C@@H]1C[C@H](CCC1)NC1=NC=C(C(=N1)OC1COC1)C(F)(F)F